C(C)(C)(C)NC(NC1=CC2=C(N(C(C(O2)C)=O)[C@@H](C)C2=CC=CC=C2)C=C1)=O 3-tert-butyl-1-{2-methyl-3-oxo-4-[(1S)-1-phenylethyl]-2H-1,4-benzoxazin-7-yl}urea